O1C=CC2=C1C=C(C=C2)CC[C@@]2(CN(CC2)C(C)(C)C2=NC=CC=C2)COCC2=CC=CC=C2 (R)-2-(2-(3-(2-(benzofuran-6-yl)ethyl)-3-((benzyloxy)methyl)pyrrolidin-1-yl)propan-2-yl)pyridine